BrC1=CC=2C3=C(C=NC2C=C1F)N(CC31CNC1)C 8'-bromo-7'-fluoro-3'-methylspiro[azetidine-3,1'-pyrrolo[2,3-c]quinolin]